O[C@H]1C([C@@H]2[C@H]([C@@H]2C1)C(=O)OCC)=O ethyl (1S,3R,5R,6S)-3-hydroxy-2-oxobicyclo[3.1.0]hexane-6-carboxylate